C(C)SC1=NN2C(N=CC=C2C2=CC=CC=C2)=C1C1=NC=2C(=NC=C(C2)C(F)(F)F)N1C 2-(2-(ethylsulfanyl)-7-phenylpyrazolo[1,5-a]pyrimidin-3-yl)-3-methyl-6-(trifluoromethyl)-3H-imidazo[4,5-b]pyridine